2-(3-(trifluoromethyl)-1H-1,2,4-triazol-1-yl)phenyl-methanone FC(C1=NN(C=N1)C1=C(C=CC=C1)C=O)(F)F